N1=CC=NC=2C1=CC=1NC=CNC1C2 6,9-dihydropyrazino[2,3-g]quinoxaline